COC(=O)N1C(C2(CCC(N2)=O)CCC1)CC=1C=C(C=CC1)C1=CC=CC=C1 6-({[1,1'-Biphenyl]-3-yl}methyl)-2-oxo-1,7-diazaspiro[4.5]decane-7-carboxylic acid methyl ester